(4S,5S)-2,2-dimethyl-1,3-dioxolane-4,5-diylbis(4-methylbenzenesulfonic acid) CC1(O[C@H]([C@@H](O1)C1=C(C=CC(=C1)C)S(=O)(=O)O)C1=C(C=CC(=C1)C)S(=O)(=O)O)C